1-chloro-7-fluoro-5-(trifluoromethyl)isoquinoline ClC1=NC=CC2=C(C=C(C=C12)F)C(F)(F)F